Tert-butyl (R)-3-(hydroxymethyl)-1,4-oxazepane-4-carboxylate OC[C@@H]1COCCCN1C(=O)OC(C)(C)C